(Z)-3-amino-4-(2,4,5-trifluorophenyl)-2-butenoate N\C(=C/C(=O)[O-])\CC1=C(C=C(C(=C1)F)F)F